4-isopropyl-2,6-dimethylpyrimidin-5-amine C(C)(C)C1=NC(=NC(=C1N)C)C